ClC1=C(C(=CC=C1)Cl)N1N=C(C(=N1)C(=O)N)NC1=NC=C(C=C1)C=1N(C=C(N1)C(F)(F)F)C 2-(2,6-dichlorophenyl)-5-((5-(1-methyl-4-(trifluoromethyl)-1H-imidazol-2-yl)pyridin-2-yl)amino)-2H-1,2,3-triazole-4-carboxamide